2-(5,6-dimethylpyrido[4,3-b]carbazol-9-yl)oxy-N,N-diethyl-ethanamine CC1=C2C(=CC=3C=4C=C(C=CC4N(C13)C)OCCN(CC)CC)C=NC=C2